C1(CCCCC1)CC1CCCCC1 cis-dicyclohexylmethane